4-chloro-5-methoxy-6-methyl-pyrimidine ClC1=NC=NC(=C1OC)C